NC=1C(NC2=C3C=CC=NC3=C(C=C2C1C1=CC=CC=2NN=NC21)C)=O 3-Amino-4-(1H-benzotriazol-4-yl)-6-methyl-1H-1,7-phenanthrolin-2-one